O1C(CCCC1)CON=C1CN(C1)C(=O)OC(C)(C)C tert-Butyl 3-[(oxan-2-ylmethoxy)imino]azetidine-1-carboxylate